C(C1=CC=CC=C1)(=O)OC1COC(CC1N(C)C)C 4-(dimethylamino)-6-methyloxan-3-yl benzoate